2-[3-chloro-2-fluoro-6-(trifluoromethyl)phenyl]-6-[6-(2-propoxyethoxy)pyridin-3-yl]pyrimidin-4(3H)-one ClC=1C(=C(C(=CC1)C(F)(F)F)C1=NC(=CC(N1)=O)C=1C=NC(=CC1)OCCOCCC)F